C(#N)C=1N=C(NC1C#N)OC(F)(F)F.[Li] lithium 4,5-dicyano-2-(trifluoromethoxyl)imidazole